3-((4-chlorophenyl)(phenyl)methyl)-4-hydroxy-2H-pyran ClC1=CC=C(C=C1)C(C=1COC=CC1O)C1=CC=CC=C1